5-(4-(3-(7-fluoro-1-oxo-1,2-dihydroisoquinolin-3-yl)propanoyl)piperazin-1-yl)pyridinecarbonitrile FC1=CC=C2C=C(NC(C2=C1)=O)CCC(=O)N1CCN(CC1)C=1C=CC(=NC1)C#N